C1(=CC=CC=C1)C#CC1=CC=C(C=C1)C1=CC(=NO1)CN1C(=NC=C1)[C@H](C)O (S)-1-(1-((5-(4-(phenylethynyl)phenyl)isoxazol-3-yl)methyl)-1H-imidazol-2-yl)ethan-1-ol